C(C)OC(=O)C=1CN=C(NC1)C=1SC=CN1 2-(thiazol-2-yl)-1,4-dihydropyrimidine-5-carboxylic acid ethyl ester